NC(C(CCC(=O)OC(C)(C)C)N1C(C2=CC=C(C=C2C1)C(CN(C(=O)C1CCC(CC1)C(F)(F)F)C)=O)=O)=O tert-butyl 5-amino-4-[5-[2-[methyl-[4-(trifluoromethyl)cyclohexanecarbonyl]amino]acetyl]-1-oxo-isoindolin-2-yl]-5-oxo-pentanoate